3-(2,4-dihydroxyphenyl)-5,7-dimethoxy-6-(3-methyl-2-butenyl)-2H-1-benzopyran-2-one OC1=C(C=CC(=C1)O)C=1C(OC2=C(C1)C(=C(C(=C2)OC)CC=C(C)C)OC)=O